2-hydroxyethyl-ammonium chloride [Cl-].OCC[NH3+]